3-((1H-pyrrolo[2,3-b]pyridin-5-yl)oxy)-4'-(2-(2-cyclobutylphenyl)pyrrolidin-1-yl)-N-((3-nitro-4-(((tetrahydro-2H-pyran-4-yl)methyl)amino)phenyl)sulfonyl)-[1,1'-biphenyl]-4-carboxamide N1C=CC=2C1=NC=C(C2)OC=2C=C(C=CC2C(=O)NS(=O)(=O)C2=CC(=C(C=C2)NCC2CCOCC2)[N+](=O)[O-])C2=CC=C(C=C2)N2C(CCC2)C2=C(C=CC=C2)C2CCC2